COC1=NC(=CC(=C1)N)OC 2,6-dimethoxypyridin-4-amine